methyl 2-[[6-chloro-3-(3,6-dihydro-2H-pyran-4-yl)-4-quinolyl] amino]-5-fluoro-benzoate ClC=1C=C2C(=C(C=NC2=CC1)C=1CCOCC1)NC1=C(C(=O)OC)C=C(C=C1)F